COC1=CC=C(CNC2C(N([C@@H](C2)C)C(=O)OCC2=CC=CC=C2)C(=O)OC)C=C1 1-benzyl 2-methyl (5R)-3-((4-methoxybenzyl)amino)-5-methylpyrrolidine-1,2-dicarboxylate